methyl 4-((2S,4S)-2-((difluoromethoxy)methyl)-4-methoxypyrrolidin-1-yl)benzoate FC(OC[C@H]1N(C[C@H](C1)OC)C1=CC=C(C(=O)OC)C=C1)F